λ6,2,5-thiadiazol [SH4]1N=CC=N1